(R)-2-((2-((1r,4R)-4-(benzyloxy)cyclohexyl)-propan-2-yl)amino)-1-(5-fluoropyridin-3-yl)ethan-1-ol C(C1=CC=CC=C1)OC1CCC(CC1)C(C)(C)NC[C@H](O)C=1C=NC=C(C1)F